C(C)(C)(C)[Si](OCCN(CC(CCCCCC(=O)OC(CCCCCCCC)CCCCCCCC)O)CC(CCCCCC(=O)OCCCCCCCCC)O)(C)C 1-octylnonyl 8-({2-[(tert-butyl)bis(methyl)siloxy]ethyl}[2-hydroxy-7-(nonyloxycarbonyl)heptyl]amino)-7-hydroxyoctanoate